4-(diethylamino)butanoic acid hydrochloride Cl.C(C)N(CCCC(=O)O)CC